C1(CC1)C#CC1=NN=C(S1)NC(C1=C(C=C(C=C1)N1C(COCC1)=O)C1=CC(=NC=C1OC)C(F)F)=O N-(5-(cyclopropylethynyl)-1,3,4-thiadiazol-2-yl)-2-(2-(difluoromethyl)-5-methoxypyridin-4-yl)-4-(3-oxomorpholino)benzamide